COC1=C(C=C(C=C1)[N+](=O)[O-])C1=NC(=NC=C1)NC1=CC=C(C=C1)C(F)(F)F 4-(2-methoxy-5-nitrophenyl)-N-(4-(trifluoromethyl)phenyl)pyrimidin-2-amine